6-(1-((1R,3r,5S)-8-Cyano-8-azabicyclo[3.2.1]octan-3-yl)-5-methyl-1H-pyrazol-4-yl)-4-methoxypyrazolo[1,5-a]pyridine-3-carbonitrile C(#N)N1[C@H]2CC(C[C@@H]1CC2)N2N=CC(=C2C)C=2C=C(C=1N(C2)N=CC1C#N)OC